[2-(3-cyclohexenyl)ethyl]triethoxysilan C1(CC=CCC1)CC[Si](OCC)(OCC)OCC